4-(benzofuran-2-yl)-2-(3,7-dimethylocta-2,6-dien-1-yl)-5-pentylbenzene-1,3-diol O1C(=CC2=C1C=CC=C2)C2=C(C(=C(C=C2CCCCC)O)CC=C(CCC=C(C)C)C)O